3-[5-chloro-2-(8-chloro-4-oxo-chromen-2-yl)-4-methyl-phenoxy]cyclobutane-carboxylic acid ClC=1C(=CC(=C(OC2CC(C2)C(=O)O)C1)C=1OC2=C(C=CC=C2C(C1)=O)Cl)C